N1C=C(C2=NC=CC=C21)\C=C/2\C(N(C(S2)=O)C(C)C)=O (Z)-5-((1H-pyrrolo[3,2-b]pyridin-3-yl)methylene)-3-isopropylthiazolidine-2,4-dione